C1=NC=CC2=C1C(N1C(CO2)CNCC1)=O 6,6a,7,8,9,10-hexahydro-12H-pyrazino[2,1-c]Pyrido[3,4-f][1,4]Oxazepin-12-one